NC[C@@]1(CC2CCC2)[C@@H](C=CC=C1)CN trans-1,2-diaminomethylbenzylcyclobutane